C(C)(C)C1=CC=C(C=C1)C1N(N(CN1)C1=CC=CC=C1)C1=CC=CC=C1 (4-isopropylphenyl)-1,2-diphenyl-1,2,4-triazolidine